[Br-].C(=O)(O)C(C)C1=NC=CN1C=C 1-carboxyethyl-3-vinylimidazole bromide salt